C(CC1=CC=CC=C1)[C@@H]1NC2=C(OC1=O)C=CC=C2 (+)-(S)-3-Phenethyl-3,4-dihydro-2H-benzo[b][1,4]oxazin-2-one